C(C)(C)(C)OC1=NC(=NC(=N1)OC(C)(C)C)OC(C)(C)C 2,4,6-tri-tert-butoxy-1,3,5-triazine